glycyl-L-2-methylprolyl-L-glutamic α-ethyl ester C(C)OC([C@@H](NC([C@]1(N(CCC1)C(CN)=O)C)=O)CCC(=O)O)=O